1-[[2-(methoxymethyl)-6-(trifluoromethyl)imidazo[2,1-b][1,3,4]thiadiazol-5-yl]methyl]-3-[(1R,2R)-2-(trifluoro-methyl)cyclopropyl]-2H-pyrrol-5-one COCC1=NN2C(S1)=NC(=C2CN2CC(=CC2=O)[C@H]2[C@@H](C2)C(F)(F)F)C(F)(F)F